C(C)(C)(C)C1=NN(C(=C1)NC(=O)NC1=C(C=C(C=C1)OC1=CC=NC=2NC(C=NC21)=O)SC)C2=CC(=CC=C2)Cl 1-(3-(tert-butyl)-1-(3-chlorophenyl)-1H-pyrazol-5-yl)-3-(2-(methylthio)-4-((3-oxo-3,4-dihydropyrido[2,3-b]pyrazin-8-yl)oxy)phenyl)urea